2-[4-[(3-Cyano-4-methyl-1H-indol-7-yl)sulfamoyl]pyrazol-1-yl]acetamid C(#N)C1=CNC2=C(C=CC(=C12)C)NS(=O)(=O)C=1C=NN(C1)CC(=O)N